Methyl (S)-3-(4-bromophenyl)-2-((S)-3-cyclopropyl-2-(2-((S)-1-(2,3-difluorobenzyl)-5-oxopyrrolidin-2-yl)acetamido)propanamido)propanoate BrC1=CC=C(C=C1)C[C@@H](C(=O)OC)NC([C@H](CC1CC1)NC(C[C@H]1N(C(CC1)=O)CC1=C(C(=CC=C1)F)F)=O)=O